[N-](S(=O)(=O)C(F)(F)F)S(=O)(=O)C(F)(F)F triflimidate